1,10-difluorodecane FCCCCCCCCCCF